COC(=O)C=1NC(C2=CC=C(C=C2C1)C1OCCC1)=O 1-oxo-6-(tetrahydrofuran-2-yl)-1,2-dihydroisoquinoline-3-carboxylic acid methyl ester